CC(CCC(=O)[O-])CCCC(=C)C 3,7-dimethyl-7-octenyl-carboxylate